[Cl-].C=[NH2+] methaniminium chloride